(R)-2-amino-6-(4-(4-isopropylpiperazine-1-carbonyl)-2-methoxybenzyl)-4-(pentan-2-ylamino)pyrido[4,3-d]pyrimidin-5(6H)-one NC=1N=C(C2=C(N1)C=CN(C2=O)CC2=C(C=C(C=C2)C(=O)N2CCN(CC2)C(C)C)OC)N[C@H](C)CCC